1-(3-(5-(5-methyl-1H-indazol-4-yl)-1H-indol-1-yl)piperidin-1-yl)prop-2-en-1-one CC=1C(=C2C=NNC2=CC1)C=1C=C2C=CN(C2=CC1)C1CN(CCC1)C(C=C)=O